FC=1C=CC(=NC1C)N(C(OC1=C(C=C(C=C1C(F)(F)F)C(F)(F)F)N1C(NCC1)=O)=O)C 2-(2-oxoimidazolidin-1-yl)-4,6-bis(trifluoromethyl)phenyl (5-fluoro-6-methylpyridin-2-yl)(methyl)carbamate